5-fluoro-4-(5-fluoro-6-isopropoxypyridin-3-yl)-N-(1-(methylsulfonyl)piperidin-4-yl)pyrimidin-2-amine FC=1C(=NC(=NC1)NC1CCN(CC1)S(=O)(=O)C)C=1C=NC(=C(C1)F)OC(C)C